1-naphthylcarbonate C1(=CC=CC2=CC=CC=C12)OC([O-])=O